Methyl 3-fluoro-5-iodo-2-methylbenzoate FC=1C(=C(C(=O)OC)C=C(C1)I)C